COC1=CC2=C(SC(=C2)C(=O)OC)C(=C1)C1=CN(C(C=C1)=O)C methyl 5-methoxy-7-(1-methyl-6-oxo-1,6-dihydropyridin-3-yl)benzo[b]thiophene-2-carboxylate